4-fluoro-6-methoxy-2-(3-methyl-2-pyridyl)-5-trifluoromethylpyrimidine FC1=NC(=NC(=C1C(F)(F)F)OC)C1=NC=CC=C1C